2H-1,3-Benzobisoxazol-5-ylboronic acid O1CNC2=C1C=CC(=C2)OBOC=2C=CC1=C(NCO1)C2